C(C)N(CC)P(C1=CC=CC=C1)N(CC)CC bis-(diethylamino)phenylphosphine